N1=CC=C(C=C1)C=1C=C(C=C(C1)C1=CC=NC=C1)O 3,5-di(pyridin-4-yl)phenol